2-[3-[3-(Difluoromethoxy)-4-(3,3-difluoropyrrolidine-1-carbonyl)-5-methoxy-phenyl]imidazo[1,2-a]pyridin-7-yl]-2-methyl-propionitrile FC(OC=1C=C(C=C(C1C(=O)N1CC(CC1)(F)F)OC)C1=CN=C2N1C=CC(=C2)C(C#N)(C)C)F